methyl 2-(4-(1-(2,6-dioxopiperidin-3-yl)-6-fluoro-3-methyl-2-oxo-2,3-dihydro-1H-benzo[d]imidazol-5-yl)piperidin-1-yl)-7-azaspiro[3.5]nonane-7-carboxylate O=C1NC(CCC1N1C(N(C2=C1C=C(C(=C2)C2CCN(CC2)C2CC1(C2)CCN(CC1)C(=O)OC)F)C)=O)=O